Cl.NC=1N=CC(=NC1)C=1N=NN(C1NC(O[C@H](C)C=1C(=NC=C(C1)F)Cl)=O)C (R)-1-(2-chloro-5-fluoropyridin-3-yl)ethyl (4-(5-aminopyrazin-2-yl)-1-methyl-1H-1,2,3-triazol-5-yl)carbamate hydrochloride